4-[(8-methylquinolin-4-yl)amino]benzamide cis-cinnamate C(\C=C/C1=CC=CC=C1)(=O)O.CC=1C=CC=C2C(=CC=NC12)NC1=CC=C(C(=O)N)C=C1